2-(3,4-Dimethyl-1H-pyrazol-1-yl)-2-ureidoacetic acid CC1=NN(C=C1C)C(C(=O)O)NC(=O)N